tert-butyl (1-(6-chloro-3,5-dicyano-4-ethylpyridin-2-yl)azetidin-3-yl)carbamate ClC1=C(C(=C(C(=N1)N1CC(C1)NC(OC(C)(C)C)=O)C#N)CC)C#N